NC(=O)C1=CC=CC2=CN(N=C12)C1=CC=C(C=C1)NC(=O)C1CC[NH+](CC1)C 4-[({4-[7-(aminocarbonyl)-2H-indazole-2-yl]phenyl}amino)carbonyl]-1-methylpiperidinium